COC1=CC=C(C=N1)N1CC(N(C2(CN(C2)C(=O)NC)C1=O)CC1=CC=C(C=C1)C(F)(F)F)=O 8-(6-methoxypyridin-3-yl)-N-methyl-6,9-dioxo-5-(4-(trifluoromethyl)benzyl)-2,5,8-triazaspiro[3.5]nonane-2-carboxamide